CC=1C2=C(N=C(N1)SC)C(NC=C2C)=O 4,5-dimethyl-2-(methylthio)pyrido[3,4-d]pyrimidin-8(7H)-one